(5-(6-amino-9H-purin-9-yl)-4-hydroxytetrahydrofuran-2-yl) phosphate P(=O)(OC1OC(C(C1)O)N1C2=NC=NC(=C2N=C1)N)([O-])[O-]